ClC=1C=C(C#N)C=C(C1)[C@@H](CN1[C@@H](C[C@@H](C1)COC1=CC=C(C=C1)S(=O)(=O)C)C)O 3-chloro-5-[(1S)-1-hydroxy-2-[(2r,4S)-4-[(4-methylsulfonylphenoxy)methyl]-2-methylpyrrolidin-1-yl]ethyl]benzonitrile